2,2,2-trifluoroethanol p-toluenesulfonate CC1=CC=C(C=C1)S(=O)(=O)OCC(F)(F)F